(S)-4-((2-methoxy-2-methylpropyl)(4-(5,6,7,8-tetrahydro-1,8-naphthyridin-2-yl)butyl)amino)-2-(quinazolin-4-ylamino)butanoic acid COC(CN(CC[C@@H](C(=O)O)NC1=NC=NC2=CC=CC=C12)CCCCC1=NC=2NCCCC2C=C1)(C)C